C(C)(C)(C)OC(=O)N1[C@H]2C[C@@H]([C@@H](C1)C2)O |r| (1RS,4RS,5SR)-5-hydroxy-2-azabicyclo[2.2.1]heptane-2-carboxylic acid tert-butyl ester